BOC-tyraminealdehyde (9Z,12Z)-3-(((3-(diethylamino)propoxy)carbonyl)oxy)-2-(((3-octylundecanoyl)oxy)methyl)propyloctadeca-9,12-dienoate C(C)N(CCCOC(=O)OCC(COC(CCCCCCC\C=C/C\C=C/CCCCC)=O)COC(CC(CCCCCCCC)CCCCCCCC)=O)CC.C(=O)(OC(C)(C)C)C(N=O)CC1=CC=C(C=C1)O